5,6,7,8-Tetrahydro-2,7-naphthyridin-1-amine C1(=NC=CC=2CCNCC12)N